CN(C)CC1=CC=2C3=C(N(C2C=C1)CC(F)(F)F)C(=NC(=N3)NCCC=3C=NN(C3)C)O 8-[(dimethylamino)methyl]-2-[2-(1-methylpyrazol-4-yl)ethylamino]-5-(2,2,2-trifluoroethyl)pyrimido[5,4-b]indol-4-ol